(S,E)-tert-Butyl 8-hydroxy-2-methyloct-5-en-4-ylcarbamate OCC/C=C/[C@H](CC(C)C)NC(OC(C)(C)C)=O